N-isopropyl-N'-phenyl-o-phenylenediamine C(C)(C)NC1=C(C=CC=C1)NC1=CC=CC=C1